Phosphorothioic acid P(O)(O)(O)=S